COCCOCCOCC(=O)O 2-methoxyethoxyethoxyacetic acid